C(C)(=O)N1CCN(CC1)CCOC1=CC(=C2C=C(C(N(C2=C1)C)=O)C)N1CCN(C2=CC(=C(C=C12)C#N)C=1C=NN(C1)C)C 4-(7-(2-(4-Acetylpiperazin-1-yl)ethoxy)-1,3-dimethyl-2-oxo-1,2-dihydroquinolin-5-yl)-1-methyl-7-(1-methyl-1H-pyrazol-4-yl)-1,2,3,4-tetrahydroquinoxaline-6-carbonitrile